BrC1=C(C=CC(=C1)Cl)N1N=CC(=C1)OC 1-(2-bromo-4-chlorophenyl)-4-methoxypyrazole